(2S,3S,4R,5R)-5-(2-(5-chloropyridin-3-yl)-6-((tetrahydro-2H-pyran-4-yl)amino)-9H-purine-9-yl)-3,4-dihydroxy-N-(methyl-d3)-tetrahydrofuran-2-carboxamide ClC=1C=C(C=NC1)C1=NC(=C2N=CN(C2=N1)[C@H]1[C@@H]([C@@H]([C@H](O1)C(=O)NC([2H])([2H])[2H])O)O)NC1CCOCC1